FC1=CC=C(COC2=CC=C(C=C2)B2OC(C)(C)C(C)(C)O2)C=C1 4-(4-fluorobenzyloxy)phenylboronic acid pinacol ester